C(#N)C1(CC1)NS(=O)(=O)C1=CC=C2C3=C(NC2=C1)N=CN=C3C3=CCC1(OCCO1)CC3 N-(1-cyanocyclopropyl)-4-(1,4-dioxaspiro[4.5]dec-7-en-8-yl)-9H-pyrimido[4,5-b]indole-7-sulfonamide